(R)-1-(6-Fluorodibenzo[b,d]furan-2-yl)ethan-1-amine FC1=CC=CC=2C3=C(OC21)C=CC(=C3)[C@@H](C)N